rac-6-[1-[tert-butyl(dimethyl)silyl]oxy-2-methoxy-ethyl]pyridin-3-amine [Si](C)(C)(C(C)(C)C)O[C@@H](COC)C1=CC=C(C=N1)N |r|